COC(=O)C1=CC=CC=C1N The molecule is a benzoate ester that is the methyl ester of anthranilic acid. It has a role as a metabolite and a flavouring agent. It derives from an anthranilic acid.